FCC(F)F 1,2,2-trifluoroethane